propanoic acid 2-ethylbutyl ester C(C)C(COC(CC)=O)CC